C(CC)P(C)(CCC)CCC tripropyl-(methyl)phosphine